C(CCC)N(C(SSC(N(CCCC)CCCC)=S)=S)CCCC tetrabutyl-thiuram disulphide